2-((2S)-4-(7-(8-ethynylnaphth-1-yl)-6,8-difluoro-2-(((2R,7aS)-2-fluorotetrahydro-1H-pyrrolizin-7a(5H)-yl)methoxy)quinazolin-4-yl)-1-(2-fluoroacryloyl)piperazin-2-yl)acetonitrile C(#C)C=1C=CC=C2C=CC=C(C12)C1=C(C=C2C(=NC(=NC2=C1F)OC[C@]12CCCN2C[C@@H](C1)F)N1C[C@@H](N(CC1)C(C(=C)F)=O)CC#N)F